The molecule is an organic sulfamate oxoanion that is the conjugate base of (9-methyldecyl)sulfamic acid. It has been isolated from Daphnia pulex and has been shown to cause morphological changes in the green alga Scenedesmus gutwinskii. It has a role as a kairomone and a Daphnia pulex metabolite. It is a conjugate base of a (9-methyldecyl)sulfamic acid. CC(C)CCCCCCCCNS(=O)(=O)[O-]